8-chloro-N-(2,2,2-trifluoroethyl)-N-(5-((1-(trifluoromethyl)cyclopropyl)ethynyl)pyridin-3-yl)-[1,2,4]triazolo[4,3-a]quinazolin-5-amine ClC1=CC=C2C(=NC=3N(C2=C1)C=NN3)N(C=3C=NC=C(C3)C#CC3(CC3)C(F)(F)F)CC(F)(F)F